CC1CN(CCN1C(=O)[O-])C(=O)[O-] 3-methylpiperazine-1,4-dicarboxylate